FC1=CC=C2C[C@@H](C2=C1)NC(=NO)C=1C(=NON1)O[C@H]1C[C@H](C1)NC(CO)=O N-{cis-3-[(4-{N-[(7S)-4-Fluorobicyclo[4.2.0]octa-1,3,5-trien-7-yl]-N'-hydroxycarbamimidoyl}-1,2,5-oxadiazol-3-yl)oxy]cyclobutyl}-2-hydroxyacetamid